CN(C1=C2C=C3C(=[O+]C2=CC(=C1O)O)C1=C(O3)C=C(C(=C1)O)CO)C 1-(dimethylamino)-2,3,7-trihydroxy-8-(hydroxymethyl)benzofuro[3,2-b]chromen-5-ium